NN1C(=NC2=CC=C(C=C2C1=O)I)C1CC1 3-Amino-2-cyclopropyl-6-iodoquinazolin-4(3H)-one